tert-butyl (3S)-4-(6-chloro-7-(6-fluorobenzofuran-7-yl)-1-(2-isopropyl-4-methylpyridin-3-yl)-2-oxo-1,2-dihydropyrido[2,3-d]pyrimidin-4-yl)-3-methylpiperazine-1-carboxylate ClC1=CC2=C(N(C(N=C2N2[C@H](CN(CC2)C(=O)OC(C)(C)C)C)=O)C=2C(=NC=CC2C)C(C)C)N=C1C1=C(C=CC=2C=COC21)F